(4-bromo-2,3-dimethylphenyl)carbamic acid tert-butyl ester C(C)(C)(C)OC(NC1=C(C(=C(C=C1)Br)C)C)=O